C1=CC=CC=2N=CC3=C(C#CC21)C=CC=C3 11,12-didehydrodibenz[b,f]azocin